7-((2S)-2-(1-cyclopropyl-1H-pyrazol-4-yl)tetrahydro-2H-pyran-4-yl)-9-(2,4-difluorophenyl)-3-fluoro-2-methyl-4H-pyrazino[1,2-a]pyrimidin-4-one C1(CC1)N1N=CC(=C1)[C@H]1OCCC(C1)C=1N=C(C=2N(C(C(=C(N2)C)F)=O)C1)C1=C(C=C(C=C1)F)F